isopropyl-succinimide C(C)(C)C1C(=O)NC(C1)=O